FC1=C(C=CC=C1)C(=O)N1CC2=C(CC1)SC(=C2)C2=NOC(=N2)C(F)(F)F (2-fluorophenyl)(2-(5-(trifluoromethyl)-1,2,4-oxadiazol-3-yl)-6,7-dihydrothieno[3,2-c]pyridin-5(4H)-yl)methanone